5-(dimethylamino)valeric acid hydrochloride Cl.CN(CCCCC(=O)O)C